N-(3-nitrophenyl)-4-(trifluoromethyl)thiazol-2-amine [N+](=O)([O-])C=1C=C(C=CC1)NC=1SC=C(N1)C(F)(F)F